C(CCCCCCCCCCC)N(CC(=O)N(CCCCCCCCCCCC)CCN1CCN(CC1)CCN(CCCCCCCCCCCC)CCCCCCCCCCCC)CCCCCCCCCCCC 2-(Didodecylamino)-N-(2-(4-(2-(didodecylamino)ethyl)piperazin-1-yl)ethyl)-N-dodecylacetamide